N-(4-FLUORO-1-METHYL-1H-INDAZOL-7-YL)-1-(4-(TRIFLUOROMETHYL)PYRIDIN-2-YL)-1H-PYRAZOLE-4-SULFONAMIDE FC1=C2C=NN(C2=C(C=C1)NS(=O)(=O)C=1C=NN(C1)C1=NC=CC(=C1)C(F)(F)F)C